N-((1R,2R,4S)-7-cyano-7-azabicyclo[2.2.1]heptan-2-yl)-4-(3-methyl-1H-pyrazol-1-yl)benzamide C(#N)N1[C@H]2[C@@H](C[C@@H]1CC2)NC(C2=CC=C(C=C2)N2N=C(C=C2)C)=O